C(C)(C)(C)N(C(O)=O)CC=1SC=C(N1)C(C)(C)O.NCCC[Si](OCC)(OCC)OCC r-aminopropyl-triethoxysilane tert-butyl-((4-(2-hydroxypropan-2-yl)thiazol-2-yl)methyl)carbamate